F[C@H]1C[C@H](NC1)C(=O)O cis-4-fluoro-L-Proline